C(C)(C)NC=1C(=NC=C(C1)C=1SC(=NN1)N1CCNCC1)C=1C=2N(N=CC1C#N)C=CC2 4-(isopropylamino-5-(5-(piperazin-1-yl)-1,3,4-thiadiazol-2-yl)pyridin-2-yl)pyrrolo[1,2-b]pyridazine-3-carbonitrile